COC=1C=CC(=C(C1)NCCN)[N+](=O)[O-] N1-(5-methoxy-2-nitrophenyl)ethane-1,2-diamine